FC1(CCN(CCC1)C1=NC=2CCC(CC2C=C1C(=O)O)(F)F)F 2-(4,4-difluoroazepan-1-yl)-6,6-difluoro-5,6,7,8-tetrahydroquinoline-3-carboxylic acid